ClC1=CC=C(C=C1)C=1N=C(C(=NC1)NN)C=1C=NN(C1)C 2-(5-(4-chlorophenyl)-3-(1-methyl-1H-pyrazol-4-yl)pyrazin-2-yl)hydrazine